ClC1=CC=C(S1)CNC1=CC(=NN1C(C(C)(C)C)=O)C1N(CCC1)C(=O)OCC=C prop-2-en-1-yl 2-(5-[(5-chlorothiophen-2-yl)methyl]amino-1-(2,2-dimethylpropanoyl)-1H-pyrazol-3-yl)pyrrolidine-1-carboxylate